[Na].C(CC)CC(C)(N)N propyl-diaminopropane sodium